tetra-t-butoxySilane C(C)(C)(C)O[Si](OC(C)(C)C)(OC(C)(C)C)OC(C)(C)C